4-((2-(1H-pyrazol-4-yl)ethyl)amino)-5,6-dimethyl-N-(pyridin-4-ylmethyl)pyrimidine-2-carboxamide N1N=CC(=C1)CCNC1=NC(=NC(=C1C)C)C(=O)NCC1=CC=NC=C1